(R)-5-(2-(5-chloro-2-fluorophenyl)pyrrolidine-1-yl)pyrazolo[1,5-a]Pyrimidine-3-carboxylic acid ClC=1C=CC(=C(C1)[C@@H]1N(CCC1)C1=NC=2N(C=C1)N=CC2C(=O)O)F